3,3'-dithiodibenzoyl chloride C(C1=CC(=CC=C1)SSC=1C=C(C(=O)Cl)C=CC1)(=O)Cl